(3-Fluoro-5-(1-(pyridin-4-yl)-1H-pyrazol-4-yl)phenyl)methanamine FC=1C=C(C=C(C1)C=1C=NN(C1)C1=CC=NC=C1)CN